NC1=CC(=C(OC2=CC=C(C=C2)C2=CC=C(C=C2)OC2=C(C=C(C=C2)N)C(F)(F)F)C=C1)C(F)(F)F bis-(4-amino-2-trifluoromethylphenoxy)biphenyl